ClC=1C=C2C=NNC2=C(C1)C(=O)O 5-chloro-1H-indazole-7-carboxylic acid